6-methylbenzene-1,2-diamine CC=1C=CC=C(C1N)N